BrC=1C=2C(N=C3N(C2C=CC1)C1=C(C32CCCCC2)C=C(C=N1)C1CCNCC1)=O 4'-bromo-9'-(piperidin-4-yl)-5'H-spiro[cyclohexane-1,7'-pyrido[3',2':4,5]pyrrolo[1,2-a]quinazolin]-5'-one